FC1(COC1)COS(=O)(=O)C1=CC=C(C=C1)C 4-methylbenzenesulfonic acid [(3-fluorooxetane-3-yl)methyl]ester